diisobutyl (2-isopropylbutylidene)malonate C(C)(C)C(C=C(C(=O)OCC(C)C)C(=O)OCC(C)C)CC